CP([O-])(=O)CCCC methylbutylphosphinate